N1N=C(C=2C=C3C(CC12)=C3)C(=O)[O-] 6H-cyclopropa[f]indazole-3-carboxylate